6-(2,6-difluoro-3,5-dimethoxyphenyl)-3-(1-ethyl-4-nitro-1H-pyrazol-5-yl)-4,5,6,7-tetrahydro-1H-indazole FC1=C(C(=C(C=C1OC)OC)F)C1CCC=2C(=NNC2C1)C1=C(C=NN1CC)[N+](=O)[O-]